1-(2-((2-(3-chloro-2-fluorobenzylamino)-2-oxoethyl)(isopropyl)amino)-2-oxoethyl)-1H-pyrazole-4-carboxylic acid ethyl ester C(C)OC(=O)C=1C=NN(C1)CC(=O)N(C(C)C)CC(=O)NCC1=C(C(=CC=C1)Cl)F